C(C)C1(CNC1)COC=1C=NN(C1C1=CC=2N(C=C1)N=C(C2)NC(=O)C2CC2)C N-(5-(4-((3-ethylazetidin-3-yl)methoxy)-1-methyl-1H-pyrazol-5-yl)pyrazolo[1,5-a]pyridin-2-yl)cyclopropanecarboxamide